C(C)(C)N1N=CC(=C1)C1=C2C(=NC=C1)N(N=C2CNC(C=C)=O)C2=CC=C(C=C2)OC(F)(F)F N-((4-(1-isopropyl-1H-pyrazol-4-yl)-1-(4-(trifluoromethoxy)phenyl)-1H-pyrazolo[3,4-b]pyridin-3-yl)methyl)acrylamide